COCCN1N=NC(=C1)CCCC 1-(2-methoxyethyl)-4-butyl-1H-1,2,3-triazole